COC(=O)C1CCNC2(CC2C(=O)C2=NN(C(=C2)C2=CC(=NC=C2F)Cl)COCC[Si](C)(C)C)C1 [5-(2-chloro-5-fluoropyridin-4-yl)-1-[[2-(trimethylsilyl)ethoxy]methyl]pyrazole-3-carbonyl]-4-azaspiro[2.5]octane-7-carboxylic acid methyl ester